CN=C=O methyl isocyanate